CC(CO)(C)N1CCOCC1 2-methyl-2-morpholinopropan-1-ol